FC1(CC(C1)NC1=C(C=CC(=C1)C(=O)OC)C1CC2(CC(C2)(F)F)CCN1CC1=C2C=CN(C2=C(C=C1OC)C)C(=O)OC(C)(C)C)F tert-butyl 4-[(6-{2-[(3,3-difluorocyclobutyl)amino]-4-(methoxycarbonyl)phenyl}-2,2-difluoro-7-azaspiro[3.5]nonan-7-yl)methyl]-5-methoxy-7-methylindole-1-carboxylate